ClC1=CC=C(C=C1)S(=O)(=O)CC=1SC=C(N1)[C@H](CC1=CC=C(C=C1)NS(O)(=O)=O)NC([C@H](CC1=CC=CC=C1)NC(=O)OC)=O 4-{(S)-2-{2-[(4-Chlorophenylsulfonyl)methyl]thiazol-4-yl}-2-[(S)-2-(methoxycarbonylamino)-3-phenylpropanamido]ethyl}phenylsulfamic acid